3-[4-[4-[2-(4-aminocyclohexyl)-1,1-dimethyl-ethyl]piperazin-1-yl]phenyl]piperidine-2,6-dione hydrochloride Cl.NC1CCC(CC1)CC(C)(C)N1CCN(CC1)C1=CC=C(C=C1)C1C(NC(CC1)=O)=O